O=C1C[C@@H](CN1)OC(=O)N1CCN(CC1)C1=NC=2N(C=C1)N=CC2C=2C(=NC=CC2)NC(C)C [(3S)-5-oxopyrrolidin-3-yl]-4-[3-[2-(isopropylamino)-3-pyridyl]pyrazolo[1,5-a]pyrimidin-5-yl]piperazine-1-carboxylate